4-bromoisoindoline hydrochloride Cl.BrC1=C2CNCC2=CC=C1